allyl 5-fluoro-1-hydroxy-3,4-dihydronaphthalene-2-carboxylate FC1=C2CCC(=C(C2=CC=C1)O)C(=O)OCC=C